2-(3,5-Dichloro-4-[[1-(4-methylbenzenesulfonyl)-3-(2-methylpropyl)indol-5-yl]oxy]phenyl)-3,5-dioxo-4H-1,2,4-triazine-6-carbonitrile ClC=1C=C(C=C(C1OC=1C=C2C(=CN(C2=CC1)S(=O)(=O)C1=CC=C(C=C1)C)CC(C)C)Cl)N1N=C(C(NC1=O)=O)C#N